C(C1=CC=CC=C1)OC(=O)C=1SC2=C(C1)C=C(C=C2)C(F)(F)P(O)(O)=O ({2-[(benzyloxy)carbonyl]-1-benzothiophen-5-yl}difluoromethyl)phosphonic acid